C(C)(C)(C)OC(=O)N1CC(C1)C1=CC=C(C=C1)OC1CC(C1)(F)F 3-[4-(3,3-Difluorocyclobutoxy)phenyl]azetidine-1-carboxylic acid tert-butyl ester